C1(=CC=CC=C1)N1N=CC(=C1)C=1SC=C(N1)C(=O)N1CCC2(CC(N2)=O)CC1 7-[2-(1-phenyl-1H-pyrazol-4-yl)-1,3-thiazole-4-carbonyl]-1,7-diazaspiro[3.5]nonan-2-one